triethoxy(n-decyl)silane C(C)O[Si](CCCCCCCCCC)(OCC)OCC